N-(5-(5-acetamido-1H-pyrazol-1-yl)-1,3,4-thiadiazol-2-yl)-3-(3-methoxypropoxy)-4-(3-methoxypyridin-2-yl)-2-oxo-2H-pyran-6-carboxamide C(C)(=O)NC1=CC=NN1C1=NN=C(S1)NC(=O)C1=CC(=C(C(O1)=O)OCCCOC)C1=NC=CC=C1OC